N-methyl-4-tetradecyl-N-octadecyl-anilinium [tetrakis(perfluorophenyl) borate] FC1=C(C(=C(C(=C1F)F)F)F)[B-](C1=C(C(=C(C(=C1F)F)F)F)F)(C1=C(C(=C(C(=C1F)F)F)F)F)C1=C(C(=C(C(=C1F)F)F)F)F.C[NH+](C1=CC=C(C=C1)CCCCCCCCCCCCCC)CCCCCCCCCCCCCCCCCC